C1(CC1)COC1=C(C=CC(=C1)F)N1C=C(C=2C1=CN=CC2)C2CCNCC2 1-(2-(cyclopropylmethoxy)-4-fluorophenyl)-3-(piperidin-4-yl)-1H-pyrrolo[2,3-c]pyridine